ClC1=CC2=C(N(C(N=C2N2[C@H](CN(CC2)C(=O)O)C)=O)C=2C(=NC=CC2C)C(C)C)N=C1C1=C(C(=CC=C1)OC1=CC=C(C=C1)OC)F (S)-4-(6-Chloro-7-(2-fluoro-3-((4-methoxyphenyl)oxy)-phenyl)-1-(2-isopropyl-4-Methylpyridin-3-yl)-2-oxo-1,2-dihydropyrido[2,3-d]pyrimidin-4-yl)-3-methylpiperazine-1-carboxylic acid